(R)-N-(1-cyanocyclopropyl)-9-(5-(di-fluoromethyl)-1,3,4-thiadiazol-2-yl)-4-(1-(tetrahydrofuran-3-carbonyl)piperidin-4-yl)-9H-pyrimido[4,5-b]indole-7-sulfonamide C(#N)C1(CC1)NS(=O)(=O)C1=CC=C2C3=C(N(C2=C1)C=1SC(=NN1)C(F)F)N=CN=C3C3CCN(CC3)C(=O)[C@H]3COCC3